Cl.C(C)(OCC)=N ethyl ethanimidate hydrochloride